C(C=CCCC#N)#N Hex-2-enedinitril